1-Ethyl-7-[[(1S)-1-[4-[(1R/S)-1-(4-prop-2-enylpiperazin-1-yl)propyl]phenyl]ethyl]amino]-4H-pyrimido[4,5-d][1,3]oxazin-2-one C(C)N1C(OCC2=C1N=C(N=C2)N[C@@H](C)C2=CC=C(C=C2)[C@@H](CC)N2CCN(CC2)CC=C)=O |&1:21|